N-[4-(3-cyanophenyl)-5-(4-methyl-quinazolin-6-yl)thiazol-2-yl]-4-piperazin-1-yl-piperidine-1-carboxamide C(#N)C=1C=C(C=CC1)C=1N=C(SC1C=1C=C2C(=NC=NC2=CC1)C)NC(=O)N1CCC(CC1)N1CCNCC1